C(C)S(=O)(N(C)CC)=NC1=CC(=NC=N1)N1N=CN=C1[C@H](C)NC(C1=CC(=CC(=C1)C(F)(F)F)C(F)(F)F)=O N-((1S)-1-(1-(6-((ethyl(ethyl(methyl)amino)(oxo)-λ6-sulfaneylidene)amino)pyrimidin-4-yl)-1H-1,2,4-triazol-5-yl)ethyl)-3,5-bis(trifluoromethyl)benzamide